COC=1C=CC2=CN(N=C2C1NS(=O)(=O)C=1C=NC(=CC1)N1N=CC(=C1)C(F)(F)F)C N-(6-METHOXY-2-METHYLINDAZOL-7-YL)-6-[4-(TRIFLUOROMETHYL)PYRAZOL-1-YL]PYRIDINE-3-SULFONAMIDE